2-chloro-4-methoxy-5-(1-(triisopropylsilyl)-1H-pyrrol-2-yl)pyridine ClC1=NC=C(C(=C1)OC)C=1N(C=CC1)[Si](C(C)C)(C(C)C)C(C)C